CN(C(=O)N[C@@H]1CC[C@H](CC1)CC(N1CCN(CC1)C1=C(C(=CC=C1)Cl)Cl)=O)C 1,1-dimethyl-3-[trans-4-(2-oxo-2-(4-(2,3-dichlorophenyl)piperazin-1-yl)-ethyl)cyclohexyl]urea